C(C)C=1OC(C2=CC=CC=C2C1)=O 3-Ethyl-1H-isochromen-1-one